6-Chloro-3-(4-(2-methyl-3-(1H-pyrazol-4-yl)piperazin-1-yl)pyrimidin-2-yl)imidazo[1,2-a]pyrazine ClC=1N=CC=2N(C1)C(=CN2)C2=NC=CC(=N2)N2C(C(NCC2)C=2C=NNC2)C